N1=CN=C(C2=C1NC=C2)C=2C=NN(C2)CC=2C=C(C=CC2)NS(=O)(=O)C2=CC=CC=C2 N-(3-{[4-(7H-pyrrolo[2,3-d]-pyrimidin-4-yl)-1H-pyrazol-1-yl]methyl}phenyl)benzenesulfonamide